n-decyl methacrylate CCCCCCCCCCOC(=O)C(=C)C